di(1-dodecyl) thiodipropionate S(CCC(=O)OCCCCCCCCCCCC)CCC(=O)OCCCCCCCCCCCC